tert-butyl ((2-(3-(2-acetyl-6-(4-methyl-4H-1,2,4-triazol-3-yl)-2-azaspiro[3.3]heptan-6-yl)phenyl)-3-oxo-7-(trifluoromethyl)isoindolin-5-yl)methyl)(1-methylcyclobutyl)carbamate C(C)(=O)N1CC2(C1)CC(C2)(C2=NN=CN2C)C=2C=C(C=CC2)N2CC1=C(C=C(C=C1C2=O)CN(C(OC(C)(C)C)=O)C2(CCC2)C)C(F)(F)F